O8-[2-(hydroxymethyl)-3-(8-octoxy-8-oxo-octanoyl)oxy-2-[(8-octoxy-8-oxo-octanoyl)oxymethyl]propyl] O1-octyl octanedioate C(CCCCCCC(=O)OCC(COC(CCCCCCC(=O)OCCCCCCCC)=O)(COC(CCCCCCC(=O)OCCCCCCCC)=O)CO)(=O)OCCCCCCCC